N1=C(C=CC=C1)COC=1C=C2C=CC=NC2=CC1 6-(1-(pyridin-2-yl)methoxy)quinoline